[Pd+4].[Na+].[Na+] disodium monopalladium (IV)